[6-(azetidin-1-yl)pyridin-2-yl]Methylamine N1(CCC1)C1=CC=CC(=N1)CN